2,2-DIMETHYL-3-OXO-3-PHENYLPROPANAL CC(C=O)(C(C1=CC=CC=C1)=O)C